ethyl-2-[(7-oxo-5-propyl-7,8-dihydro[1,2,4]triazolo[4,3-a]pyrimidin-3-yl)sulfanyl]propanoate C(C)OC(C(C)SC1=NN=C2N1C(=CC(N2)=O)CCC)=O